adamantanyl methacrylate C(C(=C)C)(=O)OC12CC3CC(CC(C1)C3)C2